N,N'-1,4-butanediylbis(hydroxystearamide) C(CCCNC(C(CCCCCCCCCCCCCCCC)O)=O)NC(C(CCCCCCCCCCCCCCCC)O)=O